methyl (1R,3R)-3-formyl-2,2-dimethylcyclopropanecarboxylate C(=O)[C@H]1C([C@@H]1C(=O)OC)(C)C